ClC1=C(C=C(C(=C1)F)F)[C@H]([C@@H](C)C=1N(C(C(=C(N1)C(=O)NC=1C=NOC1)O)=O)C)C=1C=NN(C1)CC 2-((1R,2R)-1-(2-chloro-4,5-difluorophenyl)-1-(1-ethyl-1H-pyrazol-4-yl)propan-2-yl)-5-hydroxy-N-(isoxazol-4-yl)-1-methyl-6-oxo-1,6-dihydropyrimidine-4-carboxamide